2-isopropyl-4-methyl-hexanol C(C)(C)C(CO)CC(CC)C